CC1=C(OC2=C(C=C(C=C2C1=O)C)C(C)NC1=C(C=CC=C1)N1OC(N=C1)=O)C=1C=C2C=C(NC2=CC1)C [2-[1-[3,6-dimethyl-2-(2-methylindol-5-yl)-4-oxo-chromen-8-yl]ethylamino]phenyl]-2H-1,2,4-oxadiazol-5-one